N-(4-(3-(1-propenylpiperidin-3-yl)pyridin-4-yl)-2-methylbenzyl)-5-(tert-butyl)isoxazole-3-carboxamide C(=CC)N1CC(CCC1)C=1C=NC=CC1C1=CC(=C(CNC(=O)C2=NOC(=C2)C(C)(C)C)C=C1)C